1-(4,4,5,5-tetramethyl-1,3,2-dioxaborolan-2-yl)-6-(2,2,2-trifluoroethyl)-6-azaspiro[2.5]octane CC1(OB(OC1(C)C)C1CC12CCN(CC2)CC(F)(F)F)C